N1N=NN=C1C=C tetrazolyl-ethylene